NCCCCCC(=O)NCCC[N+](CCOP(=O)(O)[O-])(CC)CC 2-[3-(6-Aminohexanoyl-amino)propyl-diethyl-ammonio]ethyl-hydrogenphosphat